N-((3,3-difluorocyclobutyl)methyl)-5-(2-(((1-fluorocyclobutyl)methyl)amino)-7H-pyrrolo[2,3-d]pyrimidin-5-yl)pyrazolo[1,5-a]pyridine-3-carboxamide FC1(CC(C1)CNC(=O)C=1C=NN2C1C=C(C=C2)C2=CNC=1N=C(N=CC12)NCC1(CCC1)F)F